tris(1-aziridinyl)phosphine oxide N1(CC1)P(N1CC1)(N1CC1)=O